FC1=CC=C(CN2CC3(C2)CN(C3)CC3=CC(=CC=C3)OC)C=C1 2-(4-fluorobenzyl)-6-(3-methoxybenzyl)-2,6-diazaspiro[3.3]heptane